C(C)N1C(NC2=C(C(=CC=3C2=C1N=CN3)CN3CCN(CC3)C3=C(C(=C(C(=O)OCC)C=C3)F)F)F)=O ethyl 4-(4-((3-ethyl-9-fluoro-2-oxo-2,3-dihydro-1H-pyrimido[4,5,6-de]quinazolin-8-yl)methyl)piperazin-1-yl)-2,3-difluorobenzoate